(3-(5-(2-Methyl-[1,1'-biphenyl]-3-yl)-1,3,4-oxadiazol-2-yl)benzyl)-L-proline hydrochloride Cl.CC1=C(C=CC=C1C1=NN=C(O1)C=1C=C(CN2[C@@H](CCC2)C(=O)O)C=CC1)C1=CC=CC=C1